C(C)OC=O.C(=O)OCC Ethyl formate Ethyl-format